C(C=C)(=O)NCCC[C@@H](C(=O)N1CCN(CC1)S(=O)(=O)C1=CC=CC2=C(C=CC=C12)N(C)C)NC(OCC1=CC=CC=C1)=O (S)-benzyl (5-acrylamido-1-(4-((5-(dimethylamino)naphthalen-1-yl)sulfonyl)piperazin-1-yl)-1-oxopentan-2-yl)carbamate